N-(5-(4-(2-((tert-butyldimethylsilyl)oxy)ethoxy)phenyl)thiazolo[5,4-b]pyridin-2-yl)-4-(5-cyano-2-methoxyphenyl)-6-methylnicotinamide [Si](C)(C)(C(C)(C)C)OCCOC1=CC=C(C=C1)C1=CC=C2C(=N1)SC(=N2)NC(C2=CN=C(C=C2C2=C(C=CC(=C2)C#N)OC)C)=O